CC1(C(C1(C)C)COC1=NNC=C1)C 3-[(2,2,3,3-tetramethylcyclopropyl)methoxy]-1H-pyrazole